ClC1=C(C(=O)N2COC3=C(C2)C=CC=C3C3=CC(=C(C(=O)O)C=C3F)N3C2COCC3CC2)C(=CC(=C1)N1CCN(CC1)CCOC)Cl 4-[3-[2,6-Dichloro-4-[4-(2-methoxyethyl)piperazin-1-yl]benzoyl]-2,4-dihydro-1,3-benzoxazin-8-yl]-5-fluoro-2-(3-oxa-8-azabicyclo[3.2.1]oct-8-yl)benzoic acid